C(C)C=1C(=NC=C(N1)C)C(=O)N ethyl-5-methyl-pyrazine-2-carboxamide